2'-(dicyclohexylphosphino)-N,N-dimethyl-biphenyl-2-amine C1(CCCCC1)P(C1=C(C=CC=C1)C=1C(=CC=CC1)N(C)C)C1CCCCC1